FC1(CC1)C(=O)N[C@@H](CC1=CC(=CC=C1)O)C (R)-1-fluoro-N-(1-(3-hydroxyphenyl)propan-2-yl)cyclopropanecarboxamide